C[C@@H]1O[C@@H]([C@H]2[C@@H](O1)C1=CC=CC=C1C2)C (2R,4R,4aS,9bR)-2,4-dimethyl-4,4a,5,9b-tetrahydroindeno[1,2-d][1,3]dioxine